1-(4-(2-(2-(4,4-difluoropiperidin-1-yl)ethoxy)-7-(3-hydroxynaphthalen-1-yl)-5,6,7,8-tetrahydropyrido[3,4-d]pyrimidin-4-yl)piperazin-1-yl)prop-2-en-1-one FC1(CCN(CC1)CCOC=1N=C(C2=C(N1)CN(CC2)C2=CC(=CC1=CC=CC=C21)O)N2CCN(CC2)C(C=C)=O)F